(2S,3R)-5,7-dihydroxy-2-(3,4,5-trihydroxyphenyl)chroman-3-yl 3-hydroxy-4-(methylsulfonamido)benzoate OC=1C=C(C(=O)O[C@H]2[C@@H](OC3=CC(=CC(=C3C2)O)O)C2=CC(=C(C(=C2)O)O)O)C=CC1NS(=O)(=O)C